C(C)(C)(C)OC(=O)N1[C@@H]([C@H]2[C@H]3C=C[C@@H]([C@H]2C1)C3)C(N[C@H](C(=O)OC)C[C@H]3C(NCC3)=O)=O (1r,2S,3S,6r,7S)-3-{[(2S)-1-methoxy-1-oxo-3-[(3S)-2-oxopyrrolidin-3-yl]propan-2-yl]carbamoyl}-4-azatricyclo[5.2.1.0{2,6}]dec-8-ene-4-carboxylic acid tert-butyl ester